phosphinic acid (hypophosphite) [PH2](=O)O.[PH2](O)=O